C(C)(C)(C)OC(=O)N1C2(CCC1(CC2)CC[C@@H]2CC[C@H](CC2)OC)CO[Si](C)(C)C(C)(C)C.C2(CCCCC2)C=2C=C(C=CC2O)C2(CCCCC2)C2=CC(=C(C=C2)O)C2CCCCC2 1,1-bis(3-cyclohexyl-4-hydroxyphenyl)cyclohexane tert-Butyl-1-(((tert-butyldimethylsilyl)oxy)methyl)-4-(2-(trans-4-methoxy-cyclohexyl)ethyl)-7-azabicyclo[2.2.1]heptane-7-carboxylate